C(C)(C)P(CCP(C(C)C)C(C)C)C(C)C 1,2-bis(di-iso-propylphosphino)ethane